D-glucose imine C([C@H](O)[C@@H](O)[C@H](O)[C@H](O)CO)=N